2,4-dioxo-3-oxa-7-aza-bicyclo[3.3.1]nonane-7-carboxylic acid tert-butyl ester C(C)(C)(C)OC(=O)N1CC2C(OC(C(C1)C2)=O)=O